(1S,2R,4R)-N-((R)-2-(benzofuran-3-yl)-1-(5-(hydroxymethyl)-8-methyl-4H-[1,3,2]dioxaborinino[4,5-c]pyridin-2-yl)ethyl)-7-oxabicyclo[2.2.1]heptane-2-carboxamide O1C=C(C2=C1C=CC=C2)C[C@@H](B2OCC=1C(=C(N=CC1CO)C)O2)NC(=O)[C@H]2[C@@H]1CC[C@H](C2)O1